8-((6-chloropyridin-3-yl)methyl)-3-(3,4-dichlorophenyl)pyrido[2,3-d]pyrimidine-2,4(3H,8H)-dione ClC1=CC=C(C=N1)CN1C=CC=C2C1=NC(N(C2=O)C2=CC(=C(C=C2)Cl)Cl)=O